BrC1=CC2=C(C=3N(CCN2C)C=C(N3)N3C(OC[C@H]3C(F)F)=O)C=C1 (S)-3-(9-bromo-7-methyl-6,7-dihydro-5H-benzo[f]imidazo[1,2-d][1,4]diazepin-2-yl)-4-(difluoromethyl)oxazolidin-2-one